2-(4-methoxyphenyl)-5-methyl-3-phenyl-6-(quinolin-6-yl)pyrazolo[1,5-a]pyrimidin-7(4H)-one COC1=CC=C(C=C1)C1=NN2C(NC(=C(C2=O)C=2C=C3C=CC=NC3=CC2)C)=C1C1=CC=CC=C1